2'-chloro-5'-methoxy-N-(5-(6-methoxy-nicotinoyl)-5,6-dihydro-4H-pyrrolo[3,4-d]thiazol-2-yl)-6-methyl-[4,4'-bipyridine]-3-carboxamide ClC1=NC=C(C(=C1)C1=C(C=NC(=C1)C)C(=O)NC=1SC2=C(N1)CN(C2)C(C2=CN=C(C=C2)OC)=O)OC